COC=1C=NC2=CC=C(C=C2N1)C(C)N1C[C@@H](N(C[C@H]1C)C1=CC(N(C=2N1N=C(C2)CC#N)C)=O)C 2-(7-((2S,5R)-4-(1-(3-methoxyquinoxalin-6-yl)ethyl)-2,5-dimethylpiperazin-1-yl)-4-methyl-5-oxo-4,5-dihydropyrazolo[1,5-a]pyrimidin-2-yl)acetonitrile